CC(CCCCCC)=O Octan-2-One